1-(2-cyclopentyl-ethynyl)benzene C1(CCCC1)C#CC1=CC=CC=C1